Trimethyl-(3-phenyl-2-cyclohexen-1-yl)silane C[Si](C1C=C(CCC1)C1=CC=CC=C1)(C)C